tert-butyl((S)-1-(3-((3-(difluoromethyl)-1-((1R,4S)-4-(hydroxymethyl) cyclohexyl)-1H-pyrazol-4-yl) carbamoyl) pyrazolo[1,5-a]pyrimidin-5-yl) piperidin-3-yl)carboxylate C(C)(C)(C)OC(=O)[C@@H]1CN(CCC1)C1=NC=2N(C=C1)N=CC2C(NC=2C(=NN(C2)C2CCC(CC2)CO)C(F)F)=O